(2R)-1-(benzyloxy)-3-[4-(3,3-difluoropyrrolidin-1-yl)phenyl]-1-oxopropan-2-yl (2S)-2-[[(tert-butoxy)carbonyl](methyl)amino]-4-methylpentanoate C(C)(C)(C)OC(=O)N([C@H](C(=O)O[C@@H](C(=O)OCC1=CC=CC=C1)CC1=CC=C(C=C1)N1CC(CC1)(F)F)CC(C)C)C